2-chloro-6-((4-methoxybenzyl)thio)pyrazine ClC1=NC(=CN=C1)SCC1=CC=C(C=C1)OC